3-(1-(cis-3-(trifluoromethoxy)cyclobutyl)-1H-1,2,3-triazol-4-yl)bicyclo[1.1.1]pentan-1-amine FC(O[C@H]1C[C@H](C1)N1N=NC(=C1)C12CC(C1)(C2)N)(F)F